2-(benzo[d]oxazol-2-ylamino)-N-(2-(2-hydroxypropoxy)-ethyl)-1,6-dimethyl-1H-benzo[d]imidazole-5-carboxamide O1C(=NC2=C1C=CC=C2)NC2=NC1=C(N2C)C=C(C(=C1)C(=O)NCCOCC(C)O)C